CC1=C(C(=C(C(=C1S(=O)(=O)F)C(C)(C)C)S(=O)(=O)F)C)S(=O)(=O)F 2,6-dimethyl-4-t-butyl-trifluorosulfonylbenzene